Cl.C12CN(CC(CC1)N2)C2=NC=C(C(=O)O)C=C2Cl 6-(3,8-diazabicyclo[3.2.1]oct-3-yl)-5-chloronicotinic acid hydrochloride